(S)-3-carboxyl-4-hydroxyphenylglycine C(=O)(O)C=1C=C([C@H](N)C(=O)O)C=CC1O